5-(4-morpholino-6-piperazin-1-yl-1,3,5-triazin-2-yl)-4-(trifluoromethyl)pyrimidin-2-amine O1CCN(CC1)C1=NC(=NC(=N1)N1CCNCC1)C=1C(=NC(=NC1)N)C(F)(F)F